(S)-2-((4-(6-((1-(oxetan-3-ylmethyl)-1H-indazol-6-yl)methoxy)pyridine-2-yl)piperidin-1-yl)methyl)-1-(oxetan-2-ylmethyl)-1H-benzo[d]imidazole-6-carboxylic acid O1CC(C1)CN1N=CC2=CC=C(C=C12)COC1=CC=CC(=N1)C1CCN(CC1)CC1=NC2=C(N1C[C@H]1OCC1)C=C(C=C2)C(=O)O